ClC=1C(=NC=CC1[C@@H](CCC=C)NC1=CC=C(C=C1)OC)C(F)(F)F (R)-N-(1-(3-chloro-2-(trifluoromethyl)pyridin-4-yl)pent-4-en-1-yl)-4-methoxyaniline